2-[(4-{6-[(4-Chloro-2-fluorobenzyl)oxy]pyridin-2-yl}piperidin-1-yl)methyl]-7-fluoro-1-(2-methoxyethyl)-1H-benzimidazol ClC1=CC(=C(COC2=CC=CC(=N2)C2CCN(CC2)CC2=NC3=C(N2CCOC)C(=CC=C3)F)C=C1)F